4-(1-(5-((tert-butoxycarbonyl)amino)pyridin-2-yl)-3-methyl-1H-pyrazol-4-yl)-2,3-difluorophenyl trifluoromethanesulfonate FC(S(=O)(=O)OC1=C(C(=C(C=C1)C=1C(=NN(C1)C1=NC=C(C=C1)NC(=O)OC(C)(C)C)C)F)F)(F)F